3-(sec-butyl)-2-oxo-N-(1H-pyrazolo[3,4-b]pyridin-5-yl)-1,2,3,5-tetrahydro-4H-benzo[1,4]diazepine-4-carboxamide C(C)(CC)C1C(NC2=C(CN1C(=O)NC=1C=C3C(=NC1)NN=C3)C=CC=C2)=O